N-({4-chloro-1H,3H-furo[3,4-c]quinolin-7-yl}methyl)-2-cyclopropyl-N-(2-methyl-3-oxo-2,3-dihydro-1H-isoindol-4-yl)pyrimidine-5-carboxamide ClC1=NC=2C=C(C=CC2C2=C1COC2)CN(C(=O)C=2C=NC(=NC2)C2CC2)C2=C1C(N(CC1=CC=C2)C)=O